methyl 2-[3-[5-[7-amino-2-(2-hydroxyphenyl) imidazo[1,2-a]pyrimidin-6-yl] pent-4-ynyloxy] isoxazol-5-yl]-3-methyl-butyrate NC1=NC=2N(C=C1C#CCCCOC1=NOC(=C1)C(C(=O)OC)C(C)C)C=C(N2)C2=C(C=CC=C2)O